2,6-dibutyl-4-methylphenoxyneodymium C(CCC)C1=C(O[Nd])C(=CC(=C1)C)CCCC